C(C)(C)(C)OC(=O)N[C@@H]1C[C@@H](CCC1)C(=O)O |r| rac-(1R,3S)-3-((tert-butoxycarbonyl)amino)cyclohexane-1-carboxylic acid